ClC1=C(C=CC(=C1)F)NS(=O)(=O)C1CCCC=C1C(=O)[O-] 6-[N-(2-chloro-4-fluorophenyl)sulfamoyl]cyclohex-1-ene-1-carboxylate